1-[2-[4-[(E)-2-methoxycarbonyl-vinyl]-phenoxy]-ethoxycarbonyl]-1-methyl-ethylene COC(=O)/C=C/C1=CC=C(OCCOC(=O)C(=C)C)C=C1